ClN([C@@H](CC(C)C)[C@@H](O)CC(O)=O)Cl dichlorostatine